FC1=CC=C(C=C1)C1(CC1)O 1-(4-fluorophenyl)cyclopropanol